Cl.CC(CC)(N)C dimethyl-propan-1-amine hydrochloride